ClC1=CC=2N(C=C1)C(=C(N2)C2=C(C(=C(C=C2F)C(NC)=O)F)OC)C[C@H]2CN(CCO2)C(=O)OC methyl (S)-2-((7-chloro-2-(3,6-difluoro-2-methoxy-4-(methyl-carbamoyl)phenyl)imidazo[1,2-a]pyridin-3-yl)methyl)morpholine-4-carboxylate